FC=1C=CC(=C(CC2=CN=C3N2CCN=C3)C1)C(F)(F)F 3-(5-fluoro-2-(trifluoromethyl)benzyl)-5,6-dihydroimidazo[1,2-a]pyrazine